[(E,1S)-6-(Dimethylamino)-1-[[1-[(6-fluoro-7-isobutyl-3-methyl-1H-pyrrolo[3,2-b]pyridin-2-yl)methyl]-2-oxo-3-pyridyl]carbamoyl]-6-oxo-hex-4-enyl]N,N-dimethylcarbamat CN(C(/C=C/CC[C@@H](C(NC=1C(N(C=CC1)CC1=C(C2=NC=C(C(=C2N1)CC(C)C)F)C)=O)=O)OC(N(C)C)=O)=O)C